3-[(2,4-Dihydroxy-3,3-dimethylbutanoyl)amino]propanoic acid OC(C(=O)NCCC(=O)O)C(CO)(C)C